1-aminopropyl-3-methylimidazolium L-alanine salt N[C@@H](C)C(=O)[O-].NC(CC)C=1NC=C[N+]1C